2-methyl-5-(3-(difluoromethoxy)phenyl)-N-(3-(2-morpholinopropyl)-1,2,4-thiadiazol-5-yl)thiophene-3-carboxamide CC=1SC(=CC1C(=O)NC1=NC(=NS1)CC(C)N1CCOCC1)C1=CC(=CC=C1)OC(F)F